C1(C=2C(C(N1CCN(CCN1C(C=3C(C1=O)=CC=CC3)=O)C3CC3)=O)=CC=CC2)=O N,N-bis(2-phthalimidoethyl)-cyclopropylamine